BrC1=CC(=C(OCCCCC(C(=O)O)(C)C)C=C1C)C 6-(4-bromo-2,5-dimethylphenoxy)-2,2-dimethylhexanoic acid